7-Chloro-1-[3-(hydroxymethyl)phenyl]-1,3-dihydroquinazoline-2,4-dione ClC1=CC=C2C(NC(N(C2=C1)C1=CC(=CC=C1)CO)=O)=O